O1CCN(CC1)CC#CC1=C(C2=C(N=CN=C2)N1)C(=O)N 6-(3-morpholinoprop-1-yn-1-yl)-7H-pyrrolo[2,3-d]pyrimidine-5-carboxamide